3,4-dimethylpyrazolium lactate C(C(O)C)(=O)[O-].CC=1N[NH+]=CC1C